5-[2-[[4-(methylsulfonyl)-1-piperazinyl]methyl]-7-(4-morpholinyl)thieno[2,3-c]pyridine-5-yl]-2-pyrimidinamine dimesylate hydrate O.S(C)(=O)(=O)O.S(C)(=O)(=O)O.CS(=O)(=O)N1CCN(CC1)CC1=CC=2C(=C(N=C(C2)C=2C=NC(=NC2)N)N2CCOCC2)S1